ClCC(=O)NCCN(CCNCCNC(CCl)=O)C(CCl)=O N,N',N'''-tri(chloroacetyl)-triethylenetetraamine